CN1C=NC2=C1C=C(C(=C2)C=2C=C(C=CC2)NC(C2=CC=C(C=C2)[N+](=O)[O-])=O)C(F)(F)F N-(3-(1-methyl-6-(trifluoromethyl)-1H-benzo[d]imidazol-5-yl)phenyl)-4-nitrobenzamide